N1C=CC=2C1=NC=CC2C=2N=C(C1=C(N2)C=NC=C1)N1CCC2(CCNC2)CC1 2-(1H-pyrrolo[2,3-b]pyridin-4-yl)-4-(2,8-diazaspiro[4.5]decan-8-yl)pyrido[3,4-d]pyrimidine